O1C(NC2=C1C=CC(=C2)NC2=NC(=NC=C2C)NC=2C=CC(=NC2)N2CCN(CC2)C)=O N4-(benzoxazolin-2-on-5-yl)-N2-[2-(4-methylpiperazin-1-yl)pyridin-5-yl]-5-methylpyrimidine-2,4-diamine